4-Fluorooxocyclopentane-2-carbaldehyde FC1CC(C(C1)=O)C=O